3-amino-N-{2-[3-(difluoromethyl)-4-(ethylamino)pyrrolidin-1-yl]-5,6,7,8-tetrahydroquinolin-6-yl}-5-fluoro-6-methylthieno[2,3-b]pyridine-2-carboxamide NC1=C(SC2=NC(=C(C=C21)F)C)C(=O)NC2CC=1C=CC(=NC1CC2)N2CC(C(C2)NCC)C(F)F